CC1CN(CC(N1S(=O)(=O)C)C)C1=CC=C(C=C1)SC1=CC2=C(NC(=N2)NC(OC)=O)C=C1 methyl (5-((4-(3,5-dimethyl-4-(methylsulfonyl)piperazin-1-yl)phenyl)thio)-1H-benzo[d]imidazol-2-yl)carbamate